FC=1C(=CC(=NC1)C1=C(C=NN1C)F)OC1CN(C1)C(=O)N1N=CC[C@H]1C=1C=NC=C(C1)F (S)-(3-((5-fluoro-2-(4-fluoro-1-methyl-1H-pyrazol-5-yl)pyridin-4-yl)oxy)azetidin-1-yl)(5-(5-fluoropyridin-3-yl)-4,5-dihydro-1H-pyrazol-1-yl)methanone